1,5,6,7,12-pentabromo-N,N'-bis(undecyl)perylene-3,4,9,10-tetracarboxylic acid diimine BrC1=CC(=C2C(=C(C(=C3C4=C(C=C(C=5C(=CC(=C(C1=C23)C45)Br)C(=O)O)C(=O)O)Br)Br)Br)C(O)=NCCCCCCCCCCC)C(O)=NCCCCCCCCCCC